[13CH2]1OCOCC12COCOC2 2,4,8,10-tetraoxaspiro[5.5]undecane-13C